(R)-4'-(((2,3-dihydroxypropyl)amino)methyl)-N-((4,6-dimethyl-2-oxo-1,2-dihydropyridin-3-yl)methyl)-5-(ethyl-(tetrahydro-2H-pyran-4-yl)amino)-4-methyl-[1,1'-biphenyl]-3-carboxamide O[C@H](CNCC1=CC=C(C=C1)C1=CC(=C(C(=C1)N(C1CCOCC1)CC)C)C(=O)NCC=1C(NC(=CC1C)C)=O)CO